C(#N)CN(CCNCC#N)CCN1C(NCC1)=O 2-((2-((cyanomethyl)(2-(2-oxoimidazolidin-1-yl)ethyl)amino)ethyl)amino)acetonitrile